tert-Butyl (5R)-5-[(4-bromobenzoyloxy)methyl]-7-chloro-4,4-difluoro-5-hydroxy-2,3,4,5-tetrahydro-1H-1-benzazepine-1-carboxylate BrC1=CC=C(C(=O)OC[C@]2(C(CCN(C3=C2C=C(C=C3)Cl)C(=O)OC(C)(C)C)(F)F)O)C=C1